C1(=C(C=CC=C1)C1=C(C2=C(SC3=C2C=CC=C3)C=C1)C1=C(C=CC=C1)C1=NN=NC(=C1C1=C(C(=CC=3C2=CC=CC=C2CC13)C)C)C1=CC=CC=C1)C1=CC=CC=C1 [(biphenylyl)dibenzothiophenyl][phenyl(dimethylfluorenyl)triazinyl]benzene